(1R,3aS,3bS,7S,9aR,9bS,11aR)-9a,11a-dimethyl-1-[(2R)-4-(pyridazin-3-yl)butan-2-yl]-1H,2H,3H,3aH,3bH,4H,6H,7H,8H,9H,9aH,9bH,10H,11H,11aH-cyclopenta[a]phenanthren-7-ol C[C@]12[C@H]3CC[C@]4([C@H]([C@@H]3CC=C2C[C@H](CC1)O)CC[C@@H]4[C@H](C)CCC=4N=NC=CC4)C